bromo-1'-methyl-spiro[cyclopropane-1,3'-indolin]-2'-one BrC1=C2C3(C(N(C2=CC=C1)C)=O)CC3